tert-butyl 3-[(4-[[2-(2,6-dioxopiperidin-3-yl)-1,3-dioxoisoindol-5-yl]oxy]piperidin-1-yl)methyl]pyrrolidine-1-carboxylate O=C1NC(CCC1N1C(C2=CC=C(C=C2C1=O)OC1CCN(CC1)CC1CN(CC1)C(=O)OC(C)(C)C)=O)=O